3-[(2-chlorophenyl)methyl]-4-[(4,4-difluorocyclohexyl)methyl]-4,5-dihydro-1,2,4-oxadiazol-5-one ClC1=C(C=CC=C1)CC1=NOC(N1CC1CCC(CC1)(F)F)=O